(R)-2-(2-(difluoromethoxy)-3-fluoro-5-isopropylphenyl)-2-((R)-3-(methyl(5-(5,6,7,8-tetrahydro-1,8-naphthyridin-2-yl)pentyl)amino)pyrrolidin-1-yl)acetic acid FC(OC1=C(C=C(C=C1F)C(C)C)[C@H](C(=O)O)N1C[C@@H](CC1)N(CCCCCC1=NC=2NCCCC2C=C1)C)F